6-bromothiazolo[4,5-c]pyridine BrC1=CC2=C(C=N1)N=CS2